ethyl 3-(4-(6-bromopyridazin-3-yl) phenyl)-3-oxopropanoate BrC1=CC=C(N=N1)C1=CC=C(C=C1)C(CC(=O)OCC)=O